N4-(1-((2R,3S,4S,5R)-3,4-dihydroxy-5-(hydroxymethyl)tetrahydrofuran-2-yl)-2-oxo-1,2-dihydropyrimidin-4-yl)-L-asparagine O[C@@H]1[C@@H](O[C@@H]([C@H]1O)CO)N1C(N=C(C=C1)NC(C[C@H](N)C(=O)O)=O)=O